Cl.N[C@H](C(=O)O)CC1=CC=C(C=C1)OC=1C2=C(N=CN1)N(C=C2)CC2=CC(=CC=C2)Br (S)-2-amino-3-(4-((7-(3-bromobenzyl)-7H-pyrrolo[2,3-d]pyrimidin-4-yl)oxy)phenyl)propionic acid hydrochloride